C(C)(C)(C)OC(=O)N[C@H](C(=O)OC)CO methyl (S)-2-((tert-butoxycarbonyl) amino)-3-hydroxypropionate